(2-((5-cyano-4-(cyclobutylamino)pyridin-2-yl)amino)pyridin-3-yl)acrylamide C(#N)C=1C(=CC(=NC1)NC1=NC=CC=C1C(C(=O)N)=C)NC1CCC1